(E)-3-[4-[4-(8-Hydroxyoctoxy)benzoyl]phenyl]-1-phenylprop-2-en-1-one OCCCCCCCCOC1=CC=C(C(=O)C2=CC=C(C=C2)/C=C/C(=O)C2=CC=CC=C2)C=C1